(6-chloro-1-methyl-1H-pyrrolo[2,3-B]pyridin-4-yl)(pyrrolidin-1-yl)methanone ClC1=CC(=C2C(=N1)N(C=C2)C)C(=O)N2CCCC2